C(C=C)(=O)OC=C.[NH4+] ammonium vinyl acrylate